ClC=1C=C(C=CC1)C=1C(=NN2C1N=C(C(=C2OC)C2=CC=C(C=C2)OC)NC2=NC=CC=C2)C2=CC=CC=C2 3-(3-chlorophenyl)-7-methoxy-6-(4-methoxyphenyl)-2-phenyl-N-(pyridin-2-yl)pyrazolo[1,5-a]pyrimidin-5-amine